N-((6-((3R,5S)-3,5-Dimethylpiperazin-1-yl)pyridin-2-yl)methyl)-5-(pyridazin-4-yl)-7H-pyrrolo[2,3-d]pyrimidin-4-amine C[C@@H]1CN(C[C@@H](N1)C)C1=CC=CC(=N1)CNC=1C2=C(N=CN1)NC=C2C2=CN=NC=C2